C(C)(C)(C)C1CCC(CC1)NC1=CC=CC(=N1)S(=O)(=O)NC(=O)C=1C(=NC=CC1)N1C(CC(C1)C)(C)C N-[[6-[(4-tert-Butylcyclohexyl)amino]-2-pyridyl]sulfonyl]-2-(2,2,4-trimethylpyrrolidin-1-yl)pyridin-3-carboxamid